(3,4-Dichlorophenyl)(1-methyl-4,10-dihydrobenzo[b]pyrazolo[3,4-e][1,4]diazepin-5(1H)-yl)methanone ClC=1C=C(C=CC1Cl)C(=O)N1C2=C(NC3=C(C1)C=NN3C)C=CC=C2